COC=1C=C(CN2N=CC3=C(C2=O)N(C2=C3C=CN=C2)C)C=CC1 3-(3-methoxybenzyl)-5-methyl-3H-pyrido[4',3':4,5]pyrrolo[2,3-d]pyridazin-4(5H)-one